C(#C)C1=CC=C(O1)C(=O)O 5-ethynylfuran-2-carboxylic Acid